4-(4-trifluoromethylphenyl)-2-{3-[4-(pyrrolidin-1-yl)butyl]ureido}thiophene-3-carboxamide FC(C1=CC=C(C=C1)C=1C(=C(SC1)NC(=O)NCCCCN1CCCC1)C(=O)N)(F)F